1-(4-(trifluoromethyl)phenethyl)piperazine hydrochloride Cl.FC(C1=CC=C(CCN2CCNCC2)C=C1)(F)F